trans-2-(((1H-Benzo[d]imidazol-2-yl)methyl)thio)-3-(2-phenylcyclopropyl)pteridin-4(3H)-one N1C(=NC2=C1C=CC=C2)CSC2=NC1=NC=CN=C1C(N2[C@H]2[C@@H](C2)C2=CC=CC=C2)=O